2,5-dihydro-1,4-oxazepin O1CC=NCC=C1